4-chloro-2-phenyl-6-(4-(spiro[cyclohexane-1,9'-fluoren]-2'-yl)phenyl)pyrimidine ClC1=NC(=NC(=C1)C1=CC=C(C=C1)C1=CC=2C3(C4=CC=CC=C4C2C=C1)CCCCC3)C3=CC=CC=C3